3-(2-(3-methoxyphenyl)-5,5-diphenyl-tetrahydrofuran-2-yl)-1-methyl-1H-indole COC=1C=C(C=CC1)C1(OC(CC1)(C1=CC=CC=C1)C1=CC=CC=C1)C1=CN(C2=CC=CC=C12)C